FC1=C(C=CC(=C1)C(F)(F)F)NC(=O)[C@@H]1[C@@H]([C@@H](C[C@@H](C1)O)C1=CC=C(C=C1)NC)C(=O)O |r| rac-(1R,2S,4S,6R)-2-((2-fluoro-4-(trifluoromethyl)phenyl)carbamoyl)-4-hydroxy-6-(4-(methylamino)phenyl)cyclohexane-1-carboxylic acid